4-(4-(3-(3-(tert-butyl)-1-phenyl-1H-pyrazol-5-yl)ureido)-3-(methylthio)phenoxy)-N-methylpicolinamide C(C)(C)(C)C1=NN(C(=C1)NC(NC1=C(C=C(OC2=CC(=NC=C2)C(=O)NC)C=C1)SC)=O)C1=CC=CC=C1